ClC1=NC=C(C(=C1)N1C[C@H](CC1)NC(C)=O)C=1C=NN(C1)C1CCOCC1 (S)-N-(1-(2-chloro-5-(1-(tetrahydro-2H-pyran-4-yl)-1H-pyrazol-4-yl)pyridin-4-yl)pyrrolidin-3-yl)acetamide